2-[[5-acetylamino-4,6-dihydroxy-2-(hydroxymethyl)oxan-3-yl]methoxymethyl]-4-hydroxy-6-(hydroxymethyl)oxan C(C)(=O)NC1C(C(C(OC1O)CO)COCC1OC(CC(C1)O)CO)O